methyl 2-[6-(5-tert-butoxycarbonyl-5-azaspiro[2.4]heptan-6-yl)-1-(8-tert-butoxy-8-oxo-octyl)pyrrolo[2,3-b]pyridin-2-yl]-7-methoxy-1-methyl-benzimidazole-5-carboxylate C(C)(C)(C)OC(=O)N1CC2(CC2)CC1C1=CC=C2C(=N1)N(C(=C2)C2=NC1=C(N2C)C(=CC(=C1)C(=O)OC)OC)CCCCCCCC(=O)OC(C)(C)C